N1CCCC2CNCCC12 decahydro-[1,6]naphthyridine